((2-(4-fluorobutyl)-5,6-dimethoxy-3-methyl-1,4-phenylene)bis(oxy))bis(tetrahydro-2H-pyran) FCCCCC1=C(C(=C(C(=C1C)OC1OCCCC1)OC)OC)OC1OCCCC1